10-(allyloxy)-7,8-difluoro-6,11-dihydrodibenzo[b,e]thiepin-11-ol C(C=C)OC1=CC(=C(C2=C1C(C1=C(SC2)C=CC=C1)O)F)F